5-chloro-2-(1-methyl-1H-pyrazol-3-yl)-7-morpholinofuro[3,2-b]pyridine ClC1=CC(=C2C(=N1)C=C(O2)C2=NN(C=C2)C)N2CCOCC2